3-fluoro-2-hydroxy-5-(4-oxo-3-(3-(pyrrolidin-1-yl)phenyl)oxazolidin-5-yl)benzaldehyde FC=1C(=C(C=O)C=C(C1)C1C(N(CO1)C1=CC(=CC=C1)N1CCCC1)=O)O